6-(4-(4-Fluorophenyl)-2-methyl-1H-imidazol-5-yl)-1H-indazole FC1=CC=C(C=C1)C=1N=C(NC1C1=CC=C2C=NNC2=C1)C